FC1=C(C=CC=C1C(F)(F)F)C(C(=O)N1CC2=C(N=C(NC2=O)C2(CC2)C=2SC=C(C2)C(C)C)CC1)O 6-(2-(2-fluoro-3-(trifluoromethyl)phenyl)-2-hydroxyacetyl)-2-(1-(4-isopropylthiophen-2-yl)cyclopropyl)-5,6,7,8-tetrahydropyrido[4,3-d]pyrimidin-4(3H)-one